C(C)(C)(C)N1CCN(CC1)C=1C=C(C=CC1)C1=NC(=CC(=C1OCOC)C1=CC(=C(C=C1)N1C(N(C=C1)C([2H])([2H])[2H])=O)Cl)C 1-(4-(2-(3-(4-(tert-butyl)piperazin-1-yl)phenyl)-3-(methoxymethoxy)-6-methylpyridin-4-yl)-2-chlorophenyl)-3-(methyl-d3)-1,3-dihydro-2H-imidazol-2-one